The molecule is a hydroxycoumarin that is umbelliferone substituted by a methyl group at position 4. It has a role as an antineoplastic agent and a hyaluronic acid synthesis inhibitor. It derives from an umbelliferone. CC1=CC(=O)OC2=C1C=CC(=C2)O